(6S,12aS)-2-((E)-(2,4-dichlorophenyl)methyleneamino)-6-methyl-2,3,12,12a-tetrahydropyrazino[1',2':1,6]pyrido[3,4-b]indole-1,4(6H,7H)-dione ClC1=C(C=CC(=C1)Cl)\C=N\N1C([C@@H]2CC3=C(NC=4C=CC=CC34)[C@@H](N2C(C1)=O)C)=O